5-[(Z)-(5-fluoro-2-oxo-indolin-3-ylidene)methyl]-4-methyl-1H-pyrrole-3-carboxylic acid FC=1C=C2/C(/C(NC2=CC1)=O)=C/C1=C(C(=CN1)C(=O)O)C